mercuric chloride [Hg](Cl)Cl